ClC=1C=C(OCCN(CC(=O)O)C)C=CC1C=O N-(2-(3-chloro-4-formylphenoxy)ethyl)-N-methylglycine